CN(P(OC[C@@H]1CN(C[C@@H](O1)N1C=2N=C(NC(C2N=C1)=O)NC(C(C)C)=O)C(C1=CC=CC=C1)(C1=CC=CC=C1)C1=CC=CC=C1)(=O)Cl)C ((2S,6R)-6-(2-isobutyramido-6-oxo-1,6-dihydro-9H-purin-9-yl)-4-tritylmorpholin-2-yl)methyl dimethylphosphoramidochloridate